C(CCCCCCCCCCCCCCC)(=O)C(C(C(=O)O)(O)C(CCCCCCCCCCCCCCC)=O)(O)C(=O)O Dipalmitoyl-tartaric acid